5-acetyl-2-oxo-1-(2,2,2-trifluoroethyl)-1,2-dihydropyridine-3-carboxylate C(C)(=O)C=1C=C(C(N(C1)CC(F)(F)F)=O)C(=O)[O-]